OC1=C(C=CC(=C1OC)OC)C(CC)O 2-hydroxy-3,4-dimethoxyphenylpropanol